n-Propyl methacrylate CCCOC(=O)C(=C)C